3-(3,4-dihydroquinolin-1(2H)-yl)-N-(furan-2-ylmethyl)propanamide N1(CCCC2=CC=CC=C12)CCC(=O)NCC=1OC=CC1